N[C@@H](CO)C(=O)O.P1C=CC=C1 phosphol-serine